2'-((3-(2,2-difluoroethoxy)-1H-pyrazol-4-yl)amino)-7'-((1R,3R)-3-hydroxycyclohexyl)spiro[cyclopropane-1,5'-pyrrolo[2,3-d]pyrimidin]-6'(7'H)-one FC(COC1=NNC=C1NC=1N=CC2=C(N1)N(C(C21CC1)=O)[C@H]1C[C@@H](CCC1)O)F